N-(1H-pyrazol-5-yl)-2-chloronicotinamide N1N=CC=C1NC(C1=C(N=CC=C1)Cl)=O